C(C)OS(=O)(=O)[O-].C(C)C(C)[NH3+] ethylethan-1-aminium ethylsulfate